BrC=1C=C(C(=NC1)N1N=NC=C1C(=O)O)C(F)F 1-(5-bromo-3-(difluoromethyl)pyridin-2-yl)-1H-1,2,3-triazole-5-carboxylic acid